ClC=1C=CC2=C(OCC(N2)=O)N1 6-chloro-1H-pyrido[2,3-b][1,4]oxazin-2(3H)-one